(3S,4S)-1-cyclopropylmethyl-4-{[5-(2,4,6-trifluoro-phenyl)-isoxazole-3-carbonyl]-amino}-piperidine-3-carboxylic acid ((R)-1-pyridin-2-yl-ethyl)-amide N1=C(C=CC=C1)[C@@H](C)NC(=O)[C@H]1CN(CC[C@@H]1NC(=O)C1=NOC(=C1)C1=C(C=C(C=C1F)F)F)CC1CC1